Tert-Butyl 4-(5-methoxypyrimidin-4-yl)piperazine-1-carboxylate COC=1C(=NC=NC1)N1CCN(CC1)C(=O)OC(C)(C)C